6-(((2R,3R,5R,6s)-5-((tert-butyldiphenylsilyl)oxy)-3-hydroxy-6-methyltetrahydro-2H-pyran-2-yl)oxy)-1-(pyrrolidin-1-yl)hept-2-en-1-one [Si](C1=CC=CC=C1)(C1=CC=CC=C1)(C(C)(C)C)O[C@@H]1C[C@H]([C@@H](O[C@H]1C)OC(CCC=CC(=O)N1CCCC1)C)O